OCCC1=CC=C(CNC(OC(C)(C)C)=O)C=C1 tert-butyl (4-(2-hydroxyethyl)benzyl)carbamate